C(#N)C=1C=C(C=CC1)NC(OC[C@@H]1OC2=C(C3=C(N=C(S3)C3=C4N=CC(=NC4=CC(=C3)C)OC)C(=C2)C)OC1)=O (R)-(2-(2-methoxy-7-methylquinoxalin-5-yl)-4-methyl-7,8-dihydro-[1,4]dioxino[2',3':3,4]benzo[1,2-d]thiazol-7-yl)methyl (3-cyanophenyl)carbamate